4',5-dihydroxyl-3',6,7-trimethoxyflavone OC1=C(C=C(C=2OC3=CC(=C(C(=C3C(C2)=O)O)OC)OC)C=C1)OC